4-[2-(morpholin-4-yl)acetamido]-2-oxo-2,3-dihydro-1H-1,3-benzodiazol-1-ylcyclohexane-1-carboxamide N1(CCOCC1)CC(=O)NC1=CC=CC=2N(C(NC21)=O)C2(CCCCC2)C(=O)N